(1,3,5-triazine-2,4,6-triyl)trimaleimide silicon carbon [C].[Si].N1=C(N=C(N=C1C=1C(=O)NC(C1)=O)C=1C(=O)NC(C1)=O)C=1C(=O)NC(C1)=O